(3S)-ethyl 3-(2-(5-(2-(5-azaspiro[2.3]hexan-5-yl)ethyl)-2-oxo-4-(trifluoromethyl)pyridin-1(2H)-yl)-4-methylpentanamido)-3-(2,4-difluoro-2',4',5,6'-tetramethylbiphenyl-3-yl)propanoate C1CC12CN(C2)CCC=2C(=CC(N(C2)C(C(=O)N[C@@H](CC(=O)OCC)C=2C(=C(C=C(C2F)C)C2=C(C=C(C=C2C)C)C)F)CC(C)C)=O)C(F)(F)F